N1=NN=CN=C1 1,2,3,5-Tetrazine